(4-(3-methoxyoxetan-3-yl)phenyl)(5-(4-(trifluoromethyl)phenyl)hexahydropyrrolo[3,4-c]pyrrol-2(1H)-yl)methanone COC1(COC1)C1=CC=C(C=C1)C(=O)N1CC2CN(CC2C1)C1=CC=C(C=C1)C(F)(F)F